C1C(CC12CC(C2)=NO)=NO spiro[3.3]heptane-2,6-dione dioxime